(E)-8-indol-1-yl-2,6-dimethyloct-7-en-2-ol N1(C=CC2=CC=CC=C12)/C=C/C(CCCC(C)(O)C)C